ClC[C@@H](CC1=C(C=C(C=C1)C)Cl)NC(=O)C1=C(N=NC(=C1)C)OC1=CC(=CC=C1)Cl |r| N-[(2RS)-1-chloro-3-(2-chloro-4-methylphenyl)propan-2-yl]-3-(3-chlorophenoxy)-6-methylpyridazine-4-carboxamide